4-(3-fluorobenzyl)piperidine hydrochloride Cl.FC=1C=C(CC2CCNCC2)C=CC1